BrC1=C(OCC(C=O)(C)C)C=CC(=C1)C(C)(C)O 3-[2-bromo-4-(1-hydroxy-1-methyl-ethyl)phenoxy]-2,2-dimethyl-propanal